BrC=1C=C(N)C=C(C1)N1CC(C1)OC 3-Bromo-5-(3-methoxyazetidin-1-yl)aniline